FC(C(=O)O)(F)F.FC=1C=C(C=C(C1)N1CCN(CCC1)C1=CC=C(C=C1)F)CN (3-fluoro-5-(4-(4-fluorophenyl)-1,4-diazepan-1-yl)phenyl)methylamine trifluoroacetate